methyl (1r,4r)-4-((4,6-difluoro-5-(4'-((3-(2-(2,2,2-trifluoroacetoxy)ethoxy)azetidin-1-yl)methyl)-[1,1'-biphenyl]-4-yl)-1H-benzo[d]imidazol-2-yl)oxy)cyclohexane-1-carboxylate FC1=C(C(=CC=2NC(=NC21)OC2CCC(CC2)C(=O)OC)F)C2=CC=C(C=C2)C2=CC=C(C=C2)CN2CC(C2)OCCOC(C(F)(F)F)=O